FC1=C(C=CC=C1)[C@@H]1[C@H](OC(O1)(C)C)CO ((4R,5R)-5-(2-fluorophenyl)-2,2-dimethyl-1,3-dioxolan-4-yl)methanol